ClC=1C(=NC(=NC1)NCCC1=CC=CC=C1)NC1=CC(=CC=C1)C(F)(F)F 5-Chloro-N2-phenethyl-N4-(3-(trifluoromethyl)phenyl)pyrimidine-2,4-diamine